3-(5-{[(5-chlorothiophen-2-yl)methyl]amino}-1-(2,2-dimethylpropanoyl)-1H-pyrazol-3-yl)-3-methylpiperidin-2-one ClC1=CC=C(S1)CNC1=CC(=NN1C(C(C)(C)C)=O)C1(C(NCCC1)=O)C